CC1=CC2=C(C3=CC=CC=C3C(=C2C=C1)OCCCC)OCCCC 2-methyl-9,10-di(n-butoxy)anthracene